fluoro-5-(4-fluoro-2-methoxy-5-nitrophenoxymethyl)quinoxaline FC1=NC2=CC=CC(=C2N=C1)COC1=C(C=C(C(=C1)[N+](=O)[O-])F)OC